C(CCC)C(=C(C(=O)O)CC(=O)O)O monobutyl-hydroxyitaconic acid